FC1(CC1)C(=O)N1CC2(C1)C[C@@H](CC2)N2CCC(CC2)C2=C(C=CC=C2)OCC=2OC(=NN2)C (R)-(1-fluorocyclopropyl)(6-(4-(2-((5-methyl-1,3,4-oxadiazol-2-yl)methoxy)phenyl)piperidin-1-yl)-2-azaspiro[3.4]octan-2-yl)methanone